C(#N)C1(CC1)NC(=O)[C@H]1N(C[C@@H](C1)S(=O)(=O)C1=C(C=C(C=C1)N1N=C(N=C1)Cl)C(F)(F)F)C(=O)C1(CC1)C(F)(F)F (2S,4R)-4-[4-(3-chloro-[1,2,4]triazol-1-yl)-2-trifluoromethyl-benzenesulfonyl]-1-(1-trifluoromethyl-cyclopropanecarbonyl)-pyrrolidine-2-carboxylic acid (1-cyano-cyclopropyl)-amide